1-(4-hydroxybutyl)-3-(4-(2-(4-methoxyphenyl)-propan-2-yl)thiazol-2-yl)-urea OCCCCNC(=O)NC=1SC=C(N1)C(C)(C)C1=CC=C(C=C1)OC